2-(2-(ethylsulfanyl)-7-methylpyrazolo[1,5-a]pyrimidin-3-yl)-3-methyl-6-(trifluoromethyl)-3H-imidazo[4,5-b]pyridine C(C)SC1=NN2C(N=CC=C2C)=C1C1=NC=2C(=NC=C(C2)C(F)(F)F)N1C